FC(C=1N=CC(=NC1)C1=CN=CO1)(F)F 5-(5-(trifluoromethyl)pyrazin-2-yl)oxazole